ClC1=CC=C(C(=O)NC2=CC=CC=C2)C=C1 N-(4-chlorobenzoyl)aniline